ClC1=CC=C(CN2C(=NC=3N(C(N(C(C23)=O)CCCO)=O)C)C#CCOC2CCCCC2)C=C1 7-(4-chlorobenzyl)-8-(3-(cyclohexyloxy)prop-1-yn-1-yl)-1-(3-hydroxypropyl)-3-methyl-3,7-dihydro-1H-purine-2,6-dione